1-[(4-{6,6-Difluoro-3-azabicyclo[3.1.0]hex-3-yl}-2-fluorophenyl)methyl]-1H-imidazole-4-carboxylic acid FC1(C2CN(CC12)C1=CC(=C(C=C1)CN1C=NC(=C1)C(=O)O)F)F